4,4'-diacetyldiphenylethane CC(=O)C1=CC=C(C=C1)CCC2=CC=C(C=C2)C(=O)C